N1(CCC1)CC1(CC1)NC(C(C)(C)C1=CC(=CC=C1)F)=O N-(1-(azetidin-1-ylmethyl)cyclopropyl)-2-(3-fluorophenyl)-2-methylpropanamide